o-allylcresol CC1(CC=CC=C1O)CC=C